2-chloro-N-(5-ethyl-1,3,4-oxadiazol-2-yl)-3-(isopropylthio)-4-(methylsulfonyl)benzamide ClC1=C(C(=O)NC=2OC(=NN2)CC)C=CC(=C1SC(C)C)S(=O)(=O)C